2-(3-isocyanatopropyl)-2,5-di(isocyanatomethyl)-bicyclo[2.2.1]heptane N(=C=O)CCCC1(C2CC(C(C1)C2)CN=C=O)CN=C=O